FC1=CC=C(C=C1)NC(=O)C1(C(C1)C)C(=O)N N'-(4-fluorophenyl)-2-methylcyclopropan-1,1-dicarboxamid